5-(2-(4-((3-fluoro-4-(trifluoromethoxy)benzyl)amino)butoxy)ethoxy)benzo[c][2,6]naphthyridine-8-carboxamide FC=1C=C(CNCCCCOCCOC2=NC3=C(C4=CN=CC=C24)C=CC(=C3)C(=O)N)C=CC1OC(F)(F)F